4-bromo-1-(1-naphthyl)-5-phenyl-1H-pyrazole BrC=1C=NN(C1C1=CC=CC=C1)C1=CC=CC2=CC=CC=C12